ClC=1C=C2C(=NC1)CC(OC2)(C)C 3-chloro-7,7-dimethyl-5,8-dihydropyrano[4,3-b]pyridine